[Cl-].CO[Si](CCC[NH3+])(OC)OC [3-(trimethoxysilyl)propyl]ammonium chloride